(1R,2S,4S,5S)-2-(hydroxymethyl)-2-(methoxymethyl)-5-(trifluoromethyl)quinuclidin-3-one OC[C@]1(N2C[C@H]([C@@H](C1=O)CC2)C(F)(F)F)COC